(S)-3-(4-fluoro-2-methylphenoxy)-N-(3-(S-methylsulfonyl)phenyl)-5-morpholino-6-(trifluoromethyl)pyridazine-4-carboxamide FC1=CC(=C(OC=2N=NC(=C(C2C(=O)NC2=CC(=CC=C2)S(=O)(=O)C)N2CCOCC2)C(F)(F)F)C=C1)C